ClC1=CC(=C(C=N1)N(C(OC(C)(C)C)=O)CC)I tert-Butyl (6-chloro-4-iodopyridin-3-yl)(ethyl)carbamate